C1(CCC2=NC=CC=C12)NC=1N=CN=C2C=C(SC12)C=1C(=C(N=C2C(CS(C12)(=O)=O)C1CC1)CCC1CCOCC1)C=1OC(=NN1)C N-(R)-4-aza-1-indanyl(2-{3-cyclopropyl-6-(5-methyl-1,3,4-oxadiazol-2-yl)-1,1-dioxo-5-[2-(tetrahydro-2H-pyran-4-yl)ethyl]-1λ6-thia-4-aza-7-indanyl}-1-thia-4,6-diaza-7-indenyl)amine